1,2,3,4-tetrahydropyrido[1,2-a]pyrimidine N1C=2N(CCC1)CC=CC2